[2H]C(N1C(C2=C(C(=C1)C1=C(C=CC(=C1)S(=O)(=O)C)N1CCC3(COC3)CC1)C=CN2)=O)([2H])[2H] 6-trideuteromethyl-4-(5-(methylsulfonyl)-2-(2-oxa-7-aza-spiro[3.5]nonan-7-yl)phenyl)-1H-pyrrolo[2,3-c]pyridin-7(6H)-one